C(C(=C)CC(=O)[O-])(=O)[O-] anti-itaconate